2-(2,6-diethylphenyl)-3-(1H-indol-5-yl)-5-(2-(trifluoromethyl)benzyl)-4,5,6,7-tetrahydro-2H-pyrazolo[4,3-c]pyridine C(C)C1=C(C(=CC=C1)CC)N1N=C2C(CN(CC2)CC2=C(C=CC=C2)C(F)(F)F)=C1C=1C=C2C=CNC2=CC1